C(C)C1(CO1)CC 2-ethyl-1,2-epoxybutane